N-(5-(tert-butyl)-1-methyl-1H-pyrazol-3-yl)-4-methyl-3-((1-(pyrazolo[1,5-a]pyrazin-3-yl)azetidin-3-yl)amino)benzamide C(C)(C)(C)C1=CC(=NN1C)NC(C1=CC(=C(C=C1)C)NC1CN(C1)C=1C=NN2C1C=NC=C2)=O